2,2'-azobisisobutyronitrile-d N(=NC(C#N)(C[2H])C)C(C#N)(C[2H])C